FC(C(=O)O)(F)F.C(N)(=O)C1=C(C=C(C(=C1)S(N)(=O)=O)Cl)NC(=O)C=1C=NN2C1N=CC=C2 N-(2-carbamoyl-5-chloro-4-sulfamoylphenyl)pyrazolo[1,5-a]pyrimidine-3-carboxamide trifluoroacetate